ClC1=CC2=C(C=N1)C=C(N2C)I 6-chloro-2-iodo-1-methylpyrrolo[3,2-c]pyridine